ethyl 4,5,6,7-tetrahydropyrazolo[1,5-c]pyrimidine-2-carboxylate N1=C(C=C2N1CNCC2)C(=O)OCC